2-((1s,4s)-4-((2-((2-(1-(Cyclopropylsulfonyl)-1H-pyrazol-4-yl)pyrimidin-4-yl)amino)-5-(1-methyl-1H-pyrazol-3-yl)pyridin-4-yl)amino)cyclohexyl)-N,N-dimethylacetamide C1(CC1)S(=O)(=O)N1N=CC(=C1)C1=NC=CC(=N1)NC1=NC=C(C(=C1)NC1CCC(CC1)CC(=O)N(C)C)C1=NN(C=C1)C